NC=1C=2N(C=C(N1)C(F)(F)F)C(=CN2)C=2C=C(C=CC2C)S(=O)(=O)NC21CC(C2)(C1)C#N 3-(8-Amino-6-(trifluoromethyl)imidazo[1,2-a]pyrazin-3-yl)-N-(3-cyanobicyclo[1.1.1]pentan-1-yl)-4-methylbenzenesulfonamide